CC1(C(N(C=2C=CC3=C(C12)C=CC=C3)CCCCS(=O)(=O)O)=CC=CC=CC=CC3N(C=1C=CC2=C(C1C3(C)C)C=CC=C2)CCCCS(=O)(=O)O)C 2-[7-[1,3-dihydro-1,1-dimethyl-3-(4-sulfobutyl)-2H-benzo[e]indol-2-ylidene]-1,3,5-heptatrien-1-yl]-1,1-dimethyl-3-(4-sulfobutyl)-1H-benzo[e]indol